(S)-(1-((4-(hydroxymethyl)phenyl)amino)-1-oxo-5-ureidopentan-2-yl)-(9H-fluorenyl)-carbamic acid methyl ester COC(N(C1=CC=CC=2C3=CC=CC=C3CC12)[C@H](C(=O)NC1=CC=C(C=C1)CO)CCCNC(=O)N)=O